2-((1,1,1-trifluoropropan-2-yl)oxy)benzamide FC(C(C)OC1=C(C(=O)N)C=CC=C1)(F)F